C(C)OC(=O)C=1N(C(=CC1)CC=1C(=NC(=CC1)N1CC2CC2C1)C)COCC[Si](C)(C)C 5-[(6-{3-azabicyclo[3.1.0]hex-3-yl}-2-methylpyridin-3-yl)methyl]-1-{[2-(trimethylsilyl)ethoxy]-methyl}-1H-pyrrole-2-carboxylic acid ethyl ester